CC1=C(OCC(=O)N[C@H]([C@H](C[C@H](CC2=CC=CC=C2)NC([C@H](CC=2SC=CC2)N2C(NCCC2)=O)=O)O)CC2=CC=CC=C2)C(=CC=C1)C (S)-N-((2S,4S,5S)-5-(2-(2,6-dimethylphenoxy)acetamido)-4-hydroxy-1,6-diphenylhexane-2-yl)-2-(2-oxotetrahydropyrimidin-1(2H)yl)-3-(thiophen-2-yl)propanamide